N-(2-benzyloxyethyl)cyclopropaneamine C(C1=CC=CC=C1)OCCNC1CC1